C(CCC)C=1C=C2C(=CC=NC2=CC1)C1=CC=C(C=C1)F 6-butyl-4-(4-fluorophenyl)quinolin